NC=1C=2N(C3=CC(=C(C=C3N1)F)C(=O)N(C)[C@@H]1COC3=C1C=CC(=C3)C(C)(F)F)C=NC2 (S)-4-amino-N-(6-(1,1-difluoroethyl)-2,3-dihydrobenzofuran-3-yl)-7-fluoro-N-methylimidazo[1,5-a]quinoxaline-8-carboxamide